(R)-2-((((9H-fluoren-9-yl)methoxy)carbonyl)amino)-3-(6-methoxy-1H-indol-3-yl)propanoic acid C1=CC=CC=2C3=CC=CC=C3C(C12)COC(=O)N[C@@H](C(=O)O)CC1=CNC2=CC(=CC=C12)OC